(2-amino-4,5-dimethoxyphenyl)methanol NC1=C(C=C(C(=C1)OC)OC)CO